4-trifluoromethyl-benzylamine hydrobromide Br.FC(C1=CC=C(CN)C=C1)(F)F